N-(1-{4-[(3-chlorobenzene-1-carbonyl)amino]phenyl}cyclobutyl)-1-methyl-1H-pyrazole-3-carboxamide ClC=1C=C(C=CC1)C(=O)NC1=CC=C(C=C1)C1(CCC1)NC(=O)C1=NN(C=C1)C